FC(CC(C(=O)N1CCOC2=C(C1)C=NC=C2C#N)C)(F)F 4-(4,4,4-trifluoro-2-methyl-butanoyl)-3,5-dihydro-2H-pyrido[3,4-f][1,4]oxazepine-9-carbonitrile